4-((S)-5-(tert-butoxy)-4-(18-(tert-butoxy)-18-oxooctadecanoylamino)-5-oxopentanoylamino)butanoic acid C(C)(C)(C)OC([C@H](CCC(=O)NCCCC(=O)O)NC(CCCCCCCCCCCCCCCCC(=O)OC(C)(C)C)=O)=O